C\C(=C/C(=O)O)\C=C\C=C(\C)/C1=CC=2C(CCC(C2C=C1OCCC)(C)C)(C)C (2E,4E,6Z)-3-methyl-7-(5,6,7,8-tetrahydro-5,5,8,8-tetramethyl-3-propoxy-2-naphthalenyl)-2,4,6-octatrienoic acid